FC1=CC=CC(=N1)C(=O)N 6-fluoropyridinecarboxamide